C(C1=CC=CC=C1)N1N=C2C(N(CCC2=C1Cl)[C@@H]1C(N(C2=C3CCNCC3=CC=C2OC1)C)=O)=O (S)-3-(2-benzyl-3-chloro-7-oxo-2,4,5,7-tetrahydro-6H-pyrazolo[3,4-c]pyridin-6-yl)-1-methyl-3,4,8,9,10,11-hexahydro-[1,4]oxazepino[3,2-f]isoquinolin-2(1H)-one